ClC1=C(C=CC(=C1)Cl)C=1CCCC2=C(C1C1=CC=C(C=C1)O[C@@H]1CN(CC1)CCCF)C=CC(=C2)C2=NOC(N2)=O (S)-3-(8-(2,4-dichlorophenyl)-9-(4-((1-(3-fluoropropyl)pyrrolidin-3-yl)oxy)phenyl)-6,7-dihydro-5H-benzo[7]annulen-3-yl)-1,2,4-oxadiazol-5(4H)-one